ClC1=C(C=NC2=CC(=C(C=C12)Cl)F)S(=O)(=O)N1CCSCC1 4-[(4,6-dichloro-7-fluoro-3-quinolyl)sulfonyl]thiomorpholine